(S)-tert-butyl (1-(allyloxy)-3-((tert-butyldimethylsilyl)oxy)propan-2-yl)carbamate C(C=C)OC[C@@H](CO[Si](C)(C)C(C)(C)C)NC(OC(C)(C)C)=O